6-[(2-fluoro-4-iodophenyl)amino]-2-oxo-1,2-dihydropyrimidine-5-carboxylic acid FC1=C(C=CC(=C1)I)NC1=C(C=NC(N1)=O)C(=O)O